1-(6-(4-(4-(17-((2-(2,6-dioxopiperidin-3-yl)-1,3-dioxoisoindolin-4-yl)thio)-3,6,9,12,15-pentaoxaheptadecanoyl)piperazin-1-yl)piperidin-1-yl)pyridazine-3-carbonyl)piperidin O=C1NC(CCC1N1C(C2=CC=CC(=C2C1=O)SCCOCCOCCOCCOCCOCC(=O)N1CCN(CC1)C1CCN(CC1)C1=CC=C(N=N1)C(=O)N1CCCCC1)=O)=O